C(C=C)N1C(=NN(C1=O)C1=NC(=C(C(=O)OC(C)C)C=C1F)O[C@H](C(F)(F)F)C)COCC1=CC=CC=C1 isopropyl (S)-6-(4-allyl-3-((benzyloxy)methyl)-5-oxo-4,5-dihydro-1H-1,2,4-triazol-1-yl)-5-fluoro-2-((1,1,1-trifluoropropan-2-yl)oxy)nicotinate